(6Z)-7-chloro-8-methoxy-6-methoxyimino-5,5-dimethyl-benzo[h]quinazolin-4-amine ClC1=C(C=CC2=C1\C(\C(C=1C(=NC=NC21)N)(C)C)=N/OC)OC